(3S,4R)-4-(2-methoxyethoxy)-N-tritylpiperidin-3-amine COCCO[C@H]1[C@H](CNCC1)NC(C1=CC=CC=C1)(C1=CC=CC=C1)C1=CC=CC=C1